O1C=CC=2C(=NC=CC21)NNC(=O)[C@@H]2C[C@@H](CCC2)NC(OC(C)(C)C)=O Tert-butyl N-[(1R,3S)-3-[(furo[3,2-c]pyridin-4-ylamino)carbamoyl]cyclohexyl]carbamate